OC(C)(C)C1=NC=CC(=N1)C1=NC=C(C(=C1)N1C(C=CC=C1C)=O)C 2'-(2-(2-hydroxypropan-2-yl)pyrimidin-4-yl)-5',6-dimethyl-2H-[1,4'-bipyridin]-2-one